5-fluoro-6-(hydroxymethyl)-1H-indazole FC=1C=C2C=NNC2=CC1CO